4-(trifluoromethyl)-2-{[2-(trimethylsilyl)ethoxy]methyl}pyridazin-3(2H)-one FC(C=1C(N(N=CC1)COCC[Si](C)(C)C)=O)(F)F